4-(2,6-diazaspiro[3.4]octan-2-yl)-1-methyl-2-oxo-1,2-dihydroquinoline-3-carbonitrile C1N(CC12CNCC2)C2=C(C(N(C1=CC=CC=C21)C)=O)C#N